sulfur ferric phosphate dihydrate O.O.P(=O)([O-])([O-])[O-].[Fe+3].[S]